FC1=C(C(=CC2=CC=C(C=C12)CO)O)N1CC(NS1(=O)=O)=O 5-[1-fluoro-3-hydroxy-7-(hydroxymethyl)naphthalen-2-yl]-1λ6,2,5-thiadiazolidine-1,1,3-trione